N-(4-(4-amino-7-methyl-5-(3-methyl-2-oxo-2,3-dihydro-1H-benzo[d]imidazol-5-yl)-7H-pyrrolo[2,3-d]pyrimidin-6-yl)phenyl)methacrylamide NC=1C2=C(N=CN1)N(C(=C2C2=CC1=C(NC(N1C)=O)C=C2)C2=CC=C(C=C2)NC(C(=C)C)=O)C